(1-(4-methoxyphenyl)-9H-pyrido[3,4-b]indol-3-yl)-4-morpholinylbenzamide COC1=CC=C(C=C1)C1=NC(=CC2=C1NC1=CC=CC=C21)C2=C(C(=O)N)C=CC(=C2)N2CCOCC2